1-methyl-6-(8-(3-phenoxyazetidine-1-carbonyl)-5,6,7,8-tetrahydroisoquinolin-4-yl)-3,4-dihydro-quinolin-2(1H)-one CN1C(CCC2=CC(=CC=C12)C1=CN=CC=2C(CCCC12)C(=O)N1CC(C1)OC1=CC=CC=C1)=O